ClC=1C=C(C=CC1Cl)N1C(C2=C(C=C1)CC1CCC2N1)F (±)-N-(3,4-dichlorophenyl)-1-fluoro-6,7,8,9-tetrahydro-5H-6,9-epiminocyclohepta[c]pyridine